4-(4-((7-Ethyl-6-carbonyl-5,6-dihydro-1,5-naphthyridin-3-yl)methyl)piperazin-1-yl)-3-fluoro-N-methylbenzamide C(C)C=1C(NC=2C=C(C=NC2C1)CN1CCN(CC1)C1=C(C=C(C(=O)NC)C=C1)F)=C=O